(1S)-1-[2-[3-(difluoromethyl)-5-methylpyrazol-1-yl]-6-[6-(6-methylpyridazin-3-yl)oxypyrazolo[1,5-a]pyridin-3-yl]pyridin-3-yl]ethanol FC(C1=NN(C(=C1)C)C1=NC(=CC=C1[C@H](C)O)C=1C=NN2C1C=CC(=C2)OC=2N=NC(=CC2)C)F